[Na+].OC=1C=C(C(=O)[O-])C=CC1O 3,4-dihydroxybenzoic acid sodium salt